3-Methoxybenzenesulfonyl chloride COC=1C=C(C=CC1)S(=O)(=O)Cl